ClC=1C=C(C=CC1F)[C@H](NC(=O)N1[C@@H](C(NCC1)=O)C)C=1C=NC(=CC1)C(F)(F)F (2R)-N-((S)-(3-chloro-4-fluorophenyl)(6-(trifluoromethyl)pyridin-3-yl)methyl)-2-methyl-3-oxopiperazine-1-carboxamide